1,3,5-Tris(4-tert-butyl-3-hydroxy-2,6-dimethyl-benzyl)-1,3,5-triazin-2,4,6(1H,3H,5H)-trion C(C)(C)(C)C1=C(C(=C(CN2C(N(C(N(C2=O)CC2=C(C(=C(C=C2C)C(C)(C)C)O)C)=O)CC2=C(C(=C(C=C2C)C(C)(C)C)O)C)=O)C(=C1)C)C)O